but-2-ene-1,4-diyl bis(butyrate) C(CCC)(=O)OCC=CCOC(CCC)=O